C(=O)OCCOCCOCCOC=O triethylene glycol diformate